7-benzoisoquinoline C1=CC=NC=2C=CC=3C=CC=CC3C21